C(CCCCCCC\C=C/C\C=C/CCCCC)OC(CCCBr)=O 4-bromobutyric acid-(10Z,12Z)-octadecane-9,12-diene-1-yl ester